ethyl 2-amino-2-(3-fluoro-1-methyl-1H-pyrazol-4-yl)acetate NC(C(=O)OCC)C=1C(=NN(C1)C)F